6-chloro-N-isopropylisoquinolin-1(2H)-one ClC=1C=C2C=CN(C(C2=CC1)=O)C(C)C